8-chloro-1-methyl-6-oxoindolo[1,2-a]quinoxaline-5(6H)-carboxylic acid tert-butyl ester C(C)(C)(C)OC(=O)N1C(C=2N(C=3C(=CC=CC13)C)C1=CC=CC(=C1C2)Cl)=O